4-(5-(2-allylphenoxy)pentan-2-yl)pyridine C(C=C)C1=C(OCCCC(C)C2=CC=NC=C2)C=CC=C1